Ethyl 2-(4-(((4-(4-ethylphenyl)-5-oxo-4,5-dihydro-1H-1,2,4-triazol-1-yl)-methyl)thio)-2-methylphenoxy)acetate C(C)C1=CC=C(C=C1)N1C=NN(C1=O)CSC1=CC(=C(OCC(=O)OCC)C=C1)C